FC1=C(C=CC=C1B1OC(C(O1)(C)C)(C)C)C(C)(C)NC(C)=O N-(2-(2-fluoro-3-(4,4,5,5-tetramethyl-1,3,2-dioxaborolan-2-yl)phenyl)propan-2-yl)acetamide